CC(CC(CCCCC)=O)=O 2,4-nonanedial